C(C(C)(C)C)(=O)OC1CN(CC=C1)C1C(CCC1)C(=O)OC methyl 2-(3-(pivaloyloxy)-3,6-dihydropyridin-1(2H)-yl)cyclopentane-1-carboxylate